(2R,4aS,9bS)-2-methyl-7-(trifluoromethoxy)-1,2,3,4,4a,9b-hexahydrobenzofuro[3,2-b]pyridine C[C@@H]1CC[C@H]2[C@@H](N1)C1=C(O2)C=C(C=C1)OC(F)(F)F